(E)-3-(4-Octoxyphenyl)-1-(2,4,6-trihydroxyphenyl)prop-2-en-1-one C(CCCCCCC)OC1=CC=C(C=C1)/C=C/C(=O)C1=C(C=C(C=C1O)O)O